CC=1C(=C(C(=O)N)C=CC1)S Methyl-2-mercaptobenzamide